C(=O)(OC1=C(C(=CC=C1)CCCC)CCCC)OOC(=O)[O-] dibutylphenyl peroxydicarbonate